CC([C@@H](C(=O)N1[C@@H](C[C@H](C1)O)C(=O)NC)N1N=NC(=C1)C=1N(N=C2CCCCC12)C)(C)C (2S,4R)-1-[(2S)-3,3-dimethyl-2-[4-(2-methyl-4,5,6,7-tetrahydroindazol-3-yl)triazol-1-yl]butanoyl]-4-hydroxy-N-methyl-pyrrolidine-2-carboxamide